C(\C=C\C1=CC(O)=C(OC)C=C1)(=O)OCC ethyl isoferulate